C1(=CC=CC=C1)C1=C(C(=NN=N1)C=1C(=C(C=CC1)C1=C(C(=CC=2C3=CC=CC=C3CC12)C)C)C1=CC=CC=2OC3=C(C21)C=CC=C3)C3=CC=CC=C3 (diphenyltriazinyl)(dibenzofuranyl)(dimethylfluorenyl)benzene